cis-fumaric acid C(\C=C/C(=O)O)(=O)O